1-(7-(6-chloro-7-(5-methyl-1H-indazol-4-yl)-2-(1-methylpiperidin-4-yl)quinazoline-4-yl)-2,7-diazaspiro[3.5]nonan-2-yl)prop-2-en-1-one ClC=1C=C2C(=NC(=NC2=CC1C1=C2C=NNC2=CC=C1C)C1CCN(CC1)C)N1CCC2(CN(C2)C(C=C)=O)CC1